C=1(OC(=C2C=CC=CC12)C#N)C#N isobenzofurandinitrile